(S)-(4-cinnamyl-7-azabicyclo[2.2.1]heptan-1-yl)(5-fluoropyridin-3-yl)methanol C(C=CC1=CC=CC=C1)C12CCC(CC1)(N2)[C@@H](O)C=2C=NC=C(C2)F